6-amino-9-[(4-chlorophenyl)methyl]-2-[S(S)-ethylsulphonimidoyl]-N-methyl-8-oxo-N-propyl-purine-7-carboxamide NC1=C2N(C(N(C2=NC(=N1)[S@](=O)(=N)CC)CC1=CC=C(C=C1)Cl)=O)C(=O)N(CCC)C